C(C)(C)(C)OC(=O)N1C(C2=CC=CC=C2C2(C1)CC2)Br bromo-1'H-spiro[cyclopropane-1,4'-isoquinoline]-2'(3'H)-carboxylic acid tert-butyl ester